C(C)S(=O)(=O)C=1C(=NC=C(C1)C1=NOC(=N1)C1(CC1)F)C1=NC2=C(N=NC(=C2)C(C(F)(F)F)(F)F)N1C 3-(ethanesulfonyl)-5-[5-(1-fluorocyclopropyl)-1,2,4-oxadiazol-3-yl]-2-[7-methyl-3-(1,1,2,2,2-pentafluoroethyl)-7H-imidazo[4,5-c]pyridazin-6-yl]pyridine